(R)-3-amino-4-(7-fluoro-1H-indazol-4-yl)-6-(2-fluoropropoxy)-1,7-phenanthrolin-2(1H)-one NC=1C(NC2=C3C=CC=NC3=C(C=C2C1C1=C2C=NNC2=C(C=C1)F)OC[C@@H](C)F)=O